3-{[(3-methoxy-1-methyl-1H-pyrazol-5-yl)carbonyl]amino}-1H-pyrazol COC1=NN(C(=C1)C(=O)NC1=NNC=C1)C